N[C@](C(=O)O)(CCCCB(O)O)C1CCN(CC1)CC1=CC=CC=C1 (R)-2-amino-2-(1-benzylpiperidin-4-yl)-6-boronohexanoic acid